C(C)N1C(NC2CCCC3CNNC1C32)=O 12-ethyl-11-oxo-2,3,10,12-tetraazatricyclo[7.3.1.05,13]tridecane